5-(trifluoromethoxy)pyrazin-2-amine FC(OC=1N=CC(=NC1)N)(F)F